(S)-2-(3-(2-(azetidine-1-yl)ethyl)-4,5-dimethyl-6-oxopyridazin-1(6H)-yl)-4-methylpentanamide N1(CCC1)CCC1=NN(C(C(=C1C)C)=O)[C@H](C(=O)N)CC(C)C